3-chloro-5-(2-chlorophenyl)-7-fluoro-4H-benzo[e][1,2,4]thiadiazine 1,1-dioxide ClC1=NS(C2=C(N1)C(=CC(=C2)F)C2=C(C=CC=C2)Cl)(=O)=O